stilbene sodium [Na].C1(=CC=CC=C1)C=CC1=CC=CC=C1